N1-(2-fluoro-6-(4-hydroxypiperidin-1-yl)phenyl)-N4,N4-dimethylbenzene-1,4-disulfonamide FC1=C(C(=CC=C1)N1CCC(CC1)O)NS(=O)(=O)C1=CC=C(C=C1)S(=O)(=O)N(C)C